C(C)(C)(C)OC(=O)N[C@H](C(=O)OC)CC1=CC=CC=2B(OC(C21)(C)C)O methyl (S)-2-((tert-butoxycarbonyl)amino)-3-(1-hydroxy-3,3-dimethyl-1,3-dihydrobenzo[c][1,2]oxaborol-4-yl)propanoate